2-((10-Hydroxy-3-methyldecanoyl)oxy)propane-1,3-diyl dipalmitate C(CCCCCCCCCCCCCCC)(=O)OCC(COC(CCCCCCCCCCCCCCC)=O)OC(CC(CCCCCCCO)C)=O